tert-butyl 3-(7-bromo-8-fluoro-2-((1-methyl-2-oxabicyclo[2.1.1]hexan-4-yl)methoxy)quinazolin-4-yl)-3,8-diazabicyclo[3.2.1]octane-8-carboxylate BrC1=CC=C2C(=NC(=NC2=C1F)OCC12COC(C1)(C2)C)N2CC1CCC(C2)N1C(=O)OC(C)(C)C